C1(CCCCC1)CC(C(=O)N1CC2(CCCC2)C(CC1)CN1C(C=2C=CC=C(C2C1)C(=O)N(C)C)=O)C ((7-(3-cyclohexyl-2-methylpropanoyl)-7-azaspiro[4.5]decan-10-yl)methyl)-N,N-dimethyl-1-oxoisoindoline-4-carboxylic acid amide